6-chloro-3-(((1R)-1-(2-cyano-3-(8-hydroxy-3-azabicyclo[3.2.1]octan-3-yl)-7-methylquinoxalin-5-yl)ethyl)amino)picolinic acid ClC1=CC=C(C(=N1)C(=O)O)N[C@H](C)C1=C2N=C(C(=NC2=CC(=C1)C)C#N)N1CC2CCC(C1)C2O